ClC1=CC(=C(C(=C1)F)N1C[C@H]([C@](CC1)(O)COC1=C2C=CNC2=C(C=C1)Cl)O)F (3r,4r)-1-(4-chloro-2,6-difluorophenyl)-4-[(7-chloro-1H-indol-4-yl)oxymethyl]piperidine-3,4-diol